2-(2-(cyclopropanesulfonylamino)thiazol-4-yl)-N-(4-(5-fluoropyridin-3-yl)-2-methylphenyl)-2-methylpropanamide C1(CC1)S(=O)(=O)NC=1SC=C(N1)C(C(=O)NC1=C(C=C(C=C1)C=1C=NC=C(C1)F)C)(C)C